C=1(C(=CC=CC1)CS(=O)(=O)Cl)CS(=O)(=O)Cl xylylenedisulfonyl chloride